5-bromo-2-(2-methoxybenzyl)aniline-propionamide BrC=1C=CC(=C(NCCC(=O)N)C1)CC1=C(C=CC=C1)OC